chromium tris(2-pyridylmethyl)amine N1=C(C=CC=C1)CN(CC1=NC=CC=C1)CC1=NC=CC=C1.[Cr]